(R)-3,5'-dichloro-4-((3,5-difluoropyridin-2-yl)methoxy)-2'-(2-(2-hydroxypropan-2-yl)thiazol-4-yl)-6-methyl-2H-[1,4'-bipyridin]-2-one ClC=1C(N(C(=CC1OCC1=NC=C(C=C1F)F)C)C1=CC(=NC=C1Cl)C=1N=C(SC1)C(C)(C)O)=O